(2S)-2-amino-3-(methylcarbamoyl)propanoic acid N[C@H](C(=O)O)CC(NC)=O